ClC1=C(C=CC=C1C1=NC=CC(=C1Cl)C1=NC(=C(C=C1)CNC[C@H]1NC(CC1)=O)OC)NC(C1=NC=C(C(=C1)OC)CNC[C@@H](C)O)=O N-(2-Chloro-3-(3'-chloro-6-methoxy-5-(((((S)-5-oxopyrrolidin-2-yl)methyl)amino)methyl)-[2,4'-bipyridin]-2'-yl)phenyl)-5-((((R)-2-hydroxypropyl)amino)methyl)-4-methoxypicolinamide